C(C)OC(CCCOC1=C(C=C(C=C1F)C1=CSC(=C1)COCC1CC1)F)=O 4-[4-(5-Cyclopropylmethoxymethyl-thiophen-3-yl)-2,6-difluoro-phenoxy]-butyric acid ethyl ester